BrC1=CC=C2C(=C(C(=NC2=C1)C1=CC=C(C=C1)C(F)(F)F)C)Cl 7-bromo-4-chloro-3-methyl-2-(4-(trifluoromethyl)phenyl)quinoline